CN([C@@H](CC1=CC(=C(C(=O)N)C(=C1)F)F)CNC(C[C@@H](C1(CC1)C(F)(F)F)C=1C=NC(=CC1)C)=O)C 4-((S)-2-(dimethylamino)-3-((R)-3-(6-methylpyridin-3-yl)-3-(1-(trifluoromethyl)cyclopropyl)propanamido)propyl)-2,6-difluorobenzamide